triethylsilylpropyl-4,5-dihydroimidazole C(C)[Si](CC)(CC)CCCC=1NCCN1